5-((2-(4-((5-Chloro-2,3-dihydrobenzofuran-3-yl)amino)butoxy)ethyl)amino)benzo[c][2,6]naphthyridine-8-carboxamide ClC=1C=CC2=C(C(CO2)NCCCCOCCNC2=NC3=C(C4=CN=CC=C24)C=CC(=C3)C(=O)N)C1